O=C1NC(CCC1NC1=CC(=C(C(=C1)F)N1CCN(CC1)CC1CCN(CC1)NC(OC(C)(C)C)=O)F)=O tert-butyl (4-((4-(4-((2,6-dioxopiperidin-3-yl)amino)-2,6-difluorophenyl)piperazin-1-yl)methyl)piperidin-1-yl)carbamate